C(C)OC(C(C=C=O)(F)C)=O 3-carbonyl-2-methyl-2-fluoropropionic acid ethyl ester